ClC=1C(N(C2=CC(=CC=C2N1)C(F)(F)F)C=1C(=NC=CC1)C)=O 3-Chloro-1-(2-methylpyridin-3-yl)-7-(trifluoromethyl)quinoxalin-2(1H)-one